N-phosphoacetyl-L-aspartate P(=O)(O)(O)CC(=O)N[C@@H](CC(=O)[O-])C(=O)[O-]